1,1,2,3,4,4,4-heptafluoro-3-(trifluoromethyl)but-1-ene FC(=C(C(C(F)(F)F)(C(F)(F)F)F)F)F